C(C)(C)(C)OC(=O)N1[C@H](CN(CC1)C1=NC(=NC=C1)OCC1=C(C=C(C=C1)Cl)F)C (2S)-4-{2-[(4-chloro-2-fluorobenzyl)oxy]pyrimidin-4-yl}-2-methylpiperazine-1-carboxylic acid tert-butyl ester